C(C)OC1=C(C(=C(C=C1)C=1CCSC2=C(C1C1=CC=C(C=C1)O[C@@H]1CN(CC1)CCCF)C=CC(=C2)O)F)F 4-(4-Ethoxy-2,3-difluorophenyl)-5-[4-[(3S)-1-(3-fluoropropyl)pyrrolidin-3-yl]oxyphenyl]-2,3-dihydro-1-benzothiepin-8-ol